5-(tert-butyl)-N-(2-methyl-4-(2-((1-methyl-1H-pyrazol-4-yl)amino)pyrimidin-4-yl)benzyl)isoxazole-3-carboxamide C(C)(C)(C)C1=CC(=NO1)C(=O)NCC1=C(C=C(C=C1)C1=NC(=NC=C1)NC=1C=NN(C1)C)C